(1R)-N-(6-{2-[(6-butanoyl-4-methylpyridin-3-yl)amino]pyridin-3-yl}pyrimidin-4-yl)-2,2-difluorocyclopropane-1-carboxamide C(CCC)(=O)C1=CC(=C(C=N1)NC1=NC=CC=C1C1=CC(=NC=N1)NC(=O)[C@@H]1C(C1)(F)F)C